4,4'-bis(hydroxyethyl)-1,1'-biphenyl OCCC1=CC=C(C=C1)C1=CC=C(C=C1)CCO